C(=CC)N1[C@@H](CCCC1)C=1N(C(=C(N1)CCCC1=CC=C(C=C1)C(NC=1SC=CN1)=O)C(=O)N)N (S)-2-(1-propenylpiperidin-2-yl)-1-amino-4-(4-(thiazol-2-ylcarbamoyl)phenyl)propan-yl-1H-imidazole-5-carboxamide